CN1N=C(C2=CC(=CC=C12)C)C(=O)N1CC(CCC1)(C1=CC=C(C=C1)C)C1=NC=CC=C1 (1,5-dimethyl-1H-indazol-3-yl)(3-(pyridin-2-yl)-3-(p-tolyl)piperidin-1-yl)methanone